bromo-5-(2-hydroxyethyl)-1-methyl-1H-pyrrole-2-carbonitrile BrC1=C(N(C(=C1)CCO)C)C#N